N-dimethyllauroyl-amide CC(CCCCCCCCCCC(=O)[NH-])C